(R)-4-(1-(2-Chloro-4-(3-methyl-piperazin-1-yl)-phenyl)-1H-imidazol-4-yl)-N-(1-(methyl-sulfonyl)piperidin-4-yl)-5-(trifluoro-methyl)pyrimidin-2-amine ClC1=C(C=CC(=C1)N1C[C@H](NCC1)C)N1C=NC(=C1)C1=NC(=NC=C1C(F)(F)F)NC1CCN(CC1)S(=O)(=O)C